5-(4,4-difluoropiperidine-1-carbonyl)-1H-pyrrolo[2,3-b]-pyrrole FC1(CCN(CC1)C(=O)C1=CC2=C(N1)NC=C2)F